(R)-N-(1-(4-(N-bicyclo[1.1.1]pentan-1-ylsulfamoyl)phenylamino)-1-oxo-3-phenylpropan-2-yl)-4-fluorobenzamide C12(CC(C1)C2)NS(=O)(=O)C2=CC=C(C=C2)NC([C@@H](CC2=CC=CC=C2)NC(C2=CC=C(C=C2)F)=O)=O